C1(CC1)C1=NC(=CC2=C1CN(C2=O)C2=CC(=CC=C2)C2(CC(C2)C)C2=NN=CN2C)CN2C[C@H](OCC2)C 4-cyclopropyl-2-(3-((1S,3S)-3-methyl-1-(4-methyl-4H-1,2,4-triazol-3-yl)cyclobutyl)phenyl)-6-(((R)-2-methylmorpholinyl)methyl)-2,3-dihydro-1H-pyrrolo[3,4-c]pyridin-1-one